adipoyl-bis(propyl carbamate) C(CCCCC(=O)N(C([O-])=O)CCC)(=O)N(C([O-])=O)CCC